1-{(2S)-2-[(3R/S)-4-(ethylsulfonyl)-3-methylpiperazin-1-yl]propyl}-5-formyl-4-methyl-1H-indole-2-carbonitrile C(C)S(=O)(=O)N1[C@@H](CN(CC1)[C@H](CN1C(=CC2=C(C(=CC=C12)C=O)C)C#N)C)C |&1:6|